BrC1=CC=2N(C3=CC(=CC=C3C2C=C1)Br)CCCCCCCC 2,7-dibromo-9-octyl-9H-carbazole